(Z)-heptenoic acid C(\C=C/CCCC)(=O)O